1-trimethoxysilyl-6-(4-methylpiperazin-1-yl)(methyldiethoxysilylpropylamino)methylsilylhexane CO[Si](C(CCCCCN1CCN(CC1)C)[SiH2]CNCCC[Si](OCC)(OCC)C)(OC)OC